2-(4-(3-chloropropoxy)phenyl)-4,4,5,5-tetramethyl-1,3,2-dioxaborolane ClCCCOC1=CC=C(C=C1)B1OC(C(O1)(C)C)(C)C